2-(3,4-dimethylpiperazin-1-yl)-5-nitroisonicotinic acid methyl ester COC(C1=CC(=NC=C1[N+](=O)[O-])N1CC(N(CC1)C)C)=O